CCCCCCCCCCCC\C=C/C\C=C/CCCCC (13Z,16Z)-docosa-13,16-dien